ClC=1C=C2C(=NC=NC2=C(C1)C(F)(F)F)N[C@@H](C)C1=NC=NN1C1=CC(=NC=N1)C(=O)NC1CS(C1)(=O)=O 6-[5-[(1S)-1-[[6-chloro-8-(trifluoromethyl)quinazolin-4-yl]amino]ethyl]-1,2,4-triazol-1-yl]-N-(1,1-dioxothietan-3-yl)pyrimidine-4-carboxamide